(R)-2-((R)-3-((5-(4-(2-(dimethylamino)ethyl)-5,6,7,8-tetrahydro-1,8-naphthyridin-2-yl)pentyl)oxy)pyrrolidin-1-yl)-2-(3-fluoro-5-isopropyl-2-methoxyphenyl)acetic acid CN(CCC1=CC(=NC=2NCCCC12)CCCCCO[C@H]1CN(CC1)[C@@H](C(=O)O)C1=C(C(=CC(=C1)C(C)C)F)OC)C